triethoxysilanesulfonic acid, myristoyl-sarcosinate salt C(CCCCCCCCCCCCC)(=O)N(C)CC(=O)O.C(C)O[Si](S(=O)(=O)O)(OCC)OCC